ON1C(=CC=CC1=O)CN1CCN(CCN(CCN(CC1)CC=1N(C(C=CC1)=O)O)CC=1N(C(C=CC1)=O)O)CC=1N(C(C=CC1)=O)O 1,4,7,10-tetrakis[(1-hydroxy-6-oxopyridin-2-yl)methyl]-1,4,7,10-tetraazacyclododecan